2,7-dimethyl-2,6-octadien CC(C)=CCCC=C(C)C